C(C=C)(=S)N THIOACRYLAMIDE